1-(3-(7-Fluorobenzofuran-5-yl)-6-(3-Methoxy-2-(methoxymethyl)propyl)pyrazin-2-yl)piperidine-4-carboxylic acid FC1=CC(=CC=2C=COC21)C=2C(=NC(=CN2)CC(COC)COC)N2CCC(CC2)C(=O)O